N-tert.Octylacrylamid C(C)(C)(CC(C)(C)C)NC(C=C)=O